FC1=C(C(=C(CN[C@@H]2C[C@H](C2)OC)C=C1)C)C=1C=C2C(=CN1)NN=C2C=2C=NN(C2)C trans-N-(4-fluoro-2-methyl-3-(3-(1-methyl-1H-pyrazol-4-yl)-1H-pyrazolo[3,4-c]pyridin-5-yl)benzyl)-3-methoxycyclobutylamine